BrCC=1C=C(C(=CC1)O)C=1C(=CC=CC1)O 4-(bromomethyl)biphenol